C(C)(C)C1=CC=C(C=C1)C[C@H](C=O)C |r| (±)-3-(4-isopropylphenyl)-2-methylpropanal